C1(CCCCC1)NC(=O)C1CN(C1)C1=CC(=C2C(C(=CN(C2=N1)C=1SC=CN1)C(=O)O)=O)C 7-[3-(Cyclohexylcarbamoyl)azetidin-1-yl]-5-methyl-4-oxo-1-(1,3-thiazol-2-yl)-1,4-dihydro-1,8-naphthyridine-3-carboxylic acid